2-[2-(4-bromo-2-methyl-pyrazol-3-yl)-2-oxo-ethyl]cyclohexane-1,3-dione BrC1=C(N(N=C1)C)C(CC1C(CCCC1=O)=O)=O